4-[3-tert-butyl-5-(2,2,2-trichloro-ethoxycarbonylamino)-pyrazol-1-yl]-piperidine-1-carboxylic acid C(C)(C)(C)C1=NN(C(=C1)NC(=O)OCC(Cl)(Cl)Cl)C1CCN(CC1)C(=O)O